1-(6-chloro-4-(1-methyl-1H-pyrazol-5-yl)thieno[2,3-b]pyridin-2-yl)ethan-1-ol ClC1=CC(=C2C(=N1)SC(=C2)C(C)O)C2=CC=NN2C